CNC(=O)C(=O)NC1CCNCC1 N-methyl-N'-(4-piperidyl)oxamide